(4-bromophenyl)-6-(2-hydroxy-2-methylpropyloxy)-2'-oxospiro[indoline-2,3'-pyrrolidine]-1-carboxylic acid tert-butyl ester C(C)(C)(C)OC(=O)N1C2=CC(=CC=C2CC12C(N(CC2)C2=CC=C(C=C2)Br)=O)OCC(C)(C)O